C(\C=C\C)(=O)OCC ethyl (e)-but-2-enoate